5-chloro-2-(4-{[(3R,5R)-5-fluoro-1-methylpiperidin-3-yl]amino}imidazo[1,5-d][1,2,4]triazin-1-yl)phenol formate C(=O)OC1=C(C=CC(=C1)Cl)C=1C=2N(C(=NN1)N[C@H]1CN(C[C@@H](C1)F)C)C=NC2